C(CC)N1CCN(CC1)C(C(F)(F)F)=O N-propyl-4-(2,2,2-trifluoroacetyl)piperazine